C(S(=O)(=O)C([2H])([2H])[2H])([2H])([2H])[2H] ((methyl-d3)sulfonyl)methane-d3